O1CCOC2=C1C=CC(=C2)CC=2C=C(C=CC2C)C([C@H]2CCC(O2)(C)C)O (3aR,5R,6S,6aR)-5-[[3-(2,3-dihydro-1,4-benzodioxin-6-ylmethyl)-4-methylphenyl](hydroxy)methyl]-2,2-dimethyl-tetrahydrofuran